FC(C(=O)N)(OC(C(C(F)(F)F)(F)F)(F)F)C(F)(F)F perfluoro(2-methyl-3-oxahexanamide)